FC=1C(=CC(=NC1)OC)[C@H](C(=O)N1C[C@]2(CC1)NC1=NC(=C(C=C1CC2)C2=NC(=CC=C2)C=2OC(=NN2)C)C)C (2R)-2-(5-fluoro-2-methoxypyridin-4-yl)-1-{(2S)-7-methyl-6-[6-(5-methyl-1,3,4-oxadiazol-2-yl)pyridin-2-yl]-3,4-dihydro-1H-spiro[1,8-naphthyridine-2,3'-pyrrolidin]-1'-yl}propan-1-one